C([C@H](C(=O)O)OP(=O)(O)O)O The molecule is a 2-phosphoglyceric acid in which the glyceric acid moiety has D (R) configuration. It has a role as an Escherichia coli metabolite, a Saccharomyces cerevisiae metabolite, a human metabolite and a mouse metabolite. It derives from a D-glyceric acid. It is a conjugate acid of a 2-phosphonato-D-glycerate(3-).